2-(2-chlorophenyl)-N-(2-(cyclohexylmethyl)-4-sulfamoyl-2H-indazol-6-yl)acetamide ClC1=C(C=CC=C1)CC(=O)NC=1C=C(C2=CN(N=C2C1)CC1CCCCC1)S(N)(=O)=O